BrC1=CC(=CC=2N=C3N(CCCC3)C21)C(=O)O 9-bromo-1,2,3,4-tetrahydrobenzo[4,5]imidazo[1,2-a]pyridine-7-carboxylic acid